7-chloro-1-(cyclopropylmethyl)-5-(2-methyl-2H-indazol-5-yl)-1,5-dihydro-6H-[1,2,3]triazolo[4,5-c]pyridazin-6-one ClC1=C2C(=NN(C1=O)C1=CC3=CN(N=C3C=C1)C)N=NN2CC2CC2